OC=1N(N=C2C=CC(=CC12)C#N)C(C(F)(F)F)C1=C2C=CNC2=C(C=C1OC)C 3-hydroxy-2-(2,2,2-trifluoro-1-(5-methoxy-7-methyl-1H-indol-4-yl)-ethyl)-2H-indazole-5-carbonitrile